1-((1S,2R)-2-((2-(2,6-dioxopiperidin-3-yl)-1-oxoisoindolin-5-yl)oxy)cyclopentyl)-4-(trifluoromethyl)piperidine-4-carbonitrile O=C1NC(CCC1N1C(C2=CC=C(C=C2C1)O[C@H]1[C@H](CCC1)N1CCC(CC1)(C#N)C(F)(F)F)=O)=O